tert-butyl N-[5-[[2-(5-carbamoyl-2-phenyl-1-piperidyl)-2-oxo-acetyl]amino]-3-methyl-2-pyridyl]carbamate C(N)(=O)C1CCC(N(C1)C(C(=O)NC=1C=C(C(=NC1)NC(OC(C)(C)C)=O)C)=O)C1=CC=CC=C1